FC1=CC(CC=C1C=1N=C2SC(=NN2C1)OC(C)C1CCN(CC1)C(=O)OC(C)(C)C)S(=O)(=O)C tert-butyl 4-(1-(6-(6-fluoro-4-(methylsulfonyl)cyclohexa-1,5-dienyl)imidazo[2,1-b][1,3,4]thiadiazol-2-yloxy)ethyl)piperidin-1-carboxylate